C(C)OC(C(C(=O)OCC)C1=NC=C(C=C1F)OCC1=CC=CC=C1)=O (5-(phenylmethyloxy)-3-fluoropyridin-2-yl)malonic acid diethyl ester